[N+](=O)(O)[O-].N[C@@H](CCCNC(=O)N)C(=O)O Citrulline Nitrate